(1R,5R)-beta-pinene [C@@H]12C(CC[C@@H](C1(C)C)C2)=C